ClC1=CC=C(CNC(=O)C2=NC=C3N2CCN(C3=O)CC3(CC3)S(=O)(=O)C3(COC(OC3)(C)C)C)C=C1 N-(4-chlorobenzyl)-8-oxo-7-((1-((2,2,5-trimethyl-1,3-dioxan-5-yl)sulfonyl)cyclopropyl)methyl)-5,6,7,8-tetrahydroimidazo[1,5-a]pyrazine-3-carboxamide